pyridin-2-yl-piperidine-4-carboxylic acid ethyl ester hydrochloride Cl.C(C)OC(=O)C1CCN(CC1)C1=NC=CC=C1